2-(p-iodophenyl)-3-p-nitrophenyl-5-phenyl-tetrazolium chloride [Cl-].IC1=CC=C(C=C1)N1[NH2+]C(=NN1C1=CC=C(C=C1)[N+](=O)[O-])C1=CC=CC=C1